FC(CC)(F)C=1C=C(C=CC1)NC(=O)C=1[N+](=C(NC1C)C=1C=C(C(=C(C1)CCN(C)C)OC)C1=C(C=CC=C1C)C)[O-] 4-((3-(1,1-difluoropropyl)phenyl)carbamoyl)-2-(5-(2-(dimethylamino)ethyl)-6-methoxy-2',6'-dimethyl-[1,1'-biphenyl]-3-yl)-5-methyl-1H-imidazole 3-oxide